ClCCOC1=C(C=O)C=C(C=C1)NC1=NC=CC(=N1)C1=CC(=CC=C1)C=O 2-(2-chloroethoxy)-5-[(4-(3-formylphenyl)pyrimidin-2-yl)amino]benzaldehyde